10-(4-tert-butylphenyl)-1,3-dichloro-10H-phenoxazine C(C)(C)(C)C1=CC=C(C=C1)N1C2=CC=CC=C2OC=2C=C(C=C(C12)Cl)Cl